(S)-N-((3-CYANO-4-((1-(DIMETHYLAMINO)-5-PHENYLPENTAN-3-YL)AMINO)-5-FLUOROPHENYL)SULFONYL)-4-METHYL-2-OXABICYCLO[2.1.1]HEXANE-1-CARBOXAMIDE C(#N)C=1C=C(C=C(C1N[C@H](CCN(C)C)CCC1=CC=CC=C1)F)S(=O)(=O)NC(=O)C12OCC(C1)(C2)C